C(C)OC1=CC(=C(C(=C1)F)[C@H]1[C@@H](C(NC1)=O)C(=O)O)F |o1:10,11| (3S*,4R*)-4-(4-ethoxy-2,6-difluorophenyl)-2-oxopyrrolidine-3-carboxylic acid